1-methyl-7-oxo-6-((1-(((1s,3s)-3-((triisopropylsilyl)oxy)cyclobutyl)sulfonyl)cyclopropyl)methyl)-4,5,6,7-tetrahydro-1H-pyrazolo[3,4-c]pyridine-3-carboxylic acid CN1N=C(C2=C1C(N(CC2)CC2(CC2)S(=O)(=O)C2CC(C2)O[Si](C(C)C)(C(C)C)C(C)C)=O)C(=O)O